4-chloro-6-(3-((1s,3s)-3-methyl-1-(4-methyl-4H-1,2,4-triazol-3-yl)cyclobutyl)phenyl)-2-(1-((1-methylcyclobutyl)amino)ethyl)-1,6-dihydro-7H-pyrrolo[2,3-c]pyridin-7-one ClC=1C2=C(C(N(C1)C1=CC(=CC=C1)C1(CC(C1)C)C1=NN=CN1C)=O)NC(=C2)C(C)NC2(CCC2)C